2-(tert-butoxy)-1-(3-fluoro-4-(5-(trifluoromethyl)-1,2,4-oxadiazol-3-yl)phenyl)ethan-1-one C(C)(C)(C)OCC(=O)C1=CC(=C(C=C1)C1=NOC(=N1)C(F)(F)F)F